C(C=C)[C@@H]1CN(C[C@H]1SC1=NC=CC=N1)C(=O)OC(C)(C)C (3R,4S)-TERT-BUTYL 3-ALLYL-4-(PYRIMIDIN-2-YLTHIO)PYRROLIDINE-1-CARBOXYLATE